4-(5-bromopyridin-2-yl)-1-iminothiomorpholine-1-oxide BrC=1C=CC(=NC1)N1CCS(CC1)(=N)=O